1-cyclopropyl-2-(2-fluorophenyl)ethane-1,2-dione C1(CC1)C(C(=O)C1=C(C=CC=C1)F)=O